N-(2-(furo[3,2-c]pyridin-4-yl)propan-2-yl)-2-(1-methylpyrrolidin-2-yl)acetamide O1C=CC=2C(=NC=CC21)C(C)(C)NC(CC2N(CCC2)C)=O